COC(C(C1=CC=CC=C1)(O)C1OC2=CC(=CC=C2C=C1)Br)=O 2-(7-bromo-2H-chromenyl)-2-hydroxy-2-phenylacetic acid methyl ester